C(C)SC1=NC(=CC(=C1C(=O)NCC1=CC(=CC=C1)F)C)N1CC(C1)=O 2-Ethylsulfanyl-N-[(3-fluorophenyl)-methyl]-4-methyl-6-(3-oxo-azetidin-1-yl)-pyridine-3-carboxylic acid amide